C(C(O)CO)C([C@@H]([C@@H]1C(=C(C(=O)O1)O)[O-])O)(O)CC(O)CO Bis-Glyceryl-Ascorbate